(S)-1-((S)-1-(2-((S)-amino(4,4-difluorocyclohexyl)methyl)benzo[d]-oxazol-5-yl)-2-methoxyethyl)-4-(difluoromethyl)imidazolidin-2-one N[C@H](C=1OC2=C(N1)C=C(C=C2)[C@@H](COC)N2C(N[C@@H](C2)C(F)F)=O)C2CCC(CC2)(F)F